BrC1=CC(=C(C(=C1)C)CN)C 1-(4-bromo-2,6-dimethylphenyl)methanamine